3'-((2,2-difluoro-6-((4-fluoro-3-(trifluoromethyl)phenyl)carbamoyl)benzo[d][1,3]dioxol-5-yl)carbamoyl)-6-fluoro-4'-methoxy-[1,1'-biphenyl]-3-carboxylic acid FC1(OC2=C(O1)C=C(C(=C2)NC(=O)C=2C=C(C=CC2OC)C2=CC(=CC=C2F)C(=O)O)C(NC2=CC(=C(C=C2)F)C(F)(F)F)=O)F